[Cl-].[Cl-].C[SiH](C)[Hf+2](C1C=CC2=CC=CC=C12)C1C=CC2=CC=CC=C12 dimethylsilylbis(1-indenyl)hafnium dichloride